FC1=CC=C2C=CC(N(C2=C1CCN(C(OC(C)(C)C)=O)CC[C@@H]1CN(C(O1)=O)C1=NC2=C(OCC(N2)=O)N=C1)C)=O Tert-butyl (R)-(2-(7-fluoro-1-methyl-2-oxo-1,2-dihydroquinolin-8-yl)ethyl)(2-(2-oxo-3-(3-oxo-3,4-dihydro-2H-pyrazino[2,3-b][1,4]oxazin-6-yl)oxazolidin-5-yl)ethyl)carbamate